benzyl (2S,4R)-1-[(2S)-2-amino-3,3-dimethyl-butanoyl]-4-hydroxy-pyrrolidine-2-carboxylate N[C@H](C(=O)N1[C@@H](C[C@H](C1)O)C(=O)OCC1=CC=CC=C1)C(C)(C)C